BrC1=CC=CC2=C1N=C(S2)[C@H]2N(CCC1=C2N=CN1)C(=O)C=1C=NN2C1C=CC=C2 (S)-(4-(4-bromobenzo[d]thiazol-2-yl)-6,7-dihydro-1H-imidazo[4,5-c]pyridine-5(4H)-yl)(pyrazolo[1,5-a]pyridin-3-yl)methanone